6-(8-(benzo[d]thiazol-2-ylcarbamoyl)-5-(carboxymethoxy)-3,4-dihydroisoquinolin-2(1H)-yl)picolinic acid S1C(=NC2=C1C=CC=C2)NC(=O)C=2C=CC(=C1CCN(CC21)C2=CC=CC(=N2)C(=O)O)OCC(=O)O